FC1=CC=C(C=C1)C(CCC)N 1-(4-fluorophenyl)butane-1-amine